ClC1=C(C=2N=C(NC(C2C(=N1)O[C@@H](C)[C@H]1NC[C@H](N(C1)C(=O)OC(C)(C)C)C)=O)SC)F t-butyl (2R,5S)-5-((S)-1-((7-chloro-8-fluoro-2-(methylthio)-4-oxo-3,4-dihydropyrido[4,3-d]pyrimidine-5-yl)oxy)ethyl)-2-methylpiperazine-1-carboxylate